N1=NC(=CC2=C1C1=C(CCC2)C=CC=C1)N1N=C(N=C1N)NC1=CC(=C(C=C1)N1CCC(CC1)N1C(CC2=CC=CC=C12)=O)F 1-(6,7-dihydro-5H-benzo[6,7]cyclohepta[1,2-c]pyridazin-3-yl)-N3-(3-fluoro-4-(4-(indolin-2-on-1-yl)piperidin-1-yl)phenyl)-1H-1,2,4-triazole-3,5-diamine